CC1(OB(OC1(C)C)[C@@H]1[C@H](C1)C1=CC=C(C=C1)C(F)(F)F)C |r| racemic-4,4,5,5-tetramethyl-2-[(1S,2S)-2-[4-(trifluoromethyl)phenyl]cyclopropyl]-1,3,2-dioxaborolane